C1(CC1)C(=O)NC1=CC(=C(N=N1)C(=O)NC([2H])([2H])[2H])NC1=NN(C2=C1C(N(C=C2)CC(F)(F)F)=O)CC 6-(Cyclopropanecarboxamido)-4-((1-ethyl-4-oxo-5-(2,2,2-trifluoroethyl)-4,5-dihydro-1H-pyrazolo[4,3-c]pyridin-3-yl)amino)-N-(methyl-d3)pyridazine-3-carboxamide